FC=1C=2N(C=C(C1)C1=CC=3N=CN(C(C3S1)=O)[C@@H]1[C@@H](CNCC1)F)C=C(N2)C cis-6-{8-fluoro-2-methylimidazo[1,2-a]pyridin-6-yl}-3-[3-fluoropiperidin-4-yl]thieno[3,2-d]pyrimidin-4-one